C1(=CC=CC2=CC=CC=C12)CN1CCN(CC1)C1=C(C(NC2=CC=CN=C12)=O)[N+](=O)[O-] 4-(4-(naphthalen-1-ylmethyl)piperazin-1-yl)-3-nitro-1,5-naphthyridin-2(1H)-one